CC1=NN(C2=NC(=NC=C21)NC=2C(=CC=1N(C2)N=CN1)C)C1CCC2(CCO2)CC1 3-methyl-N-(7-methyl-[1,2,4]triazolo[1,5-a]pyridin-6-yl)-1-(1-oxaspiro[3.5]nonan-7-yl)-1H-pyrazolo[3,4-d]pyrimidin-6-amine